Triethyl-1-(3-methoxyphenyl)-4-oxo-1,4-dihydropyridine-2,3,5-tricarboxylate C(C)OC(=O)C=1N(C=C(C(C1C(=O)OCC)=O)C(=O)OCC)C1=CC(=CC=C1)OC